ClC1=CC=C(C(=N1)C#N)N[C@H](C)C=1C=C(C=C2C(C(=C(OC12)C=1C=C2C=NN(C2=CC1)C)C)=O)C 6-Chloro-3-[[(1R)-1-[3,6-dimethyl-2-(1-methylindazol-5-yl)-4-oxo-chromen-8-yl]ethyl]amino]pyridine-2-carbonitrile